butyl 2-(4-cyclopropyl-6-methoxypyrimidin-5-yl)-4-(methylthio)-7,8-dihydropyrido[4,3-d]pyrimidine-6(5H)-carboxylate C1(CC1)C1=NC=NC(=C1C=1N=C(C2=C(N1)CCN(C2)C(=O)OCCCC)SC)OC